1-(6,7-dimethoxy-quinazoline-4-yl)-1H-1,2,4-triazole-3,5-diamine COC=1C=C2C(=NC=NC2=CC1OC)N1N=C(N=C1N)N